FC=1C=C(C2=C(C=C(O2)CNC(=O)C=2C=NN3C2N=CC=C3)C1)CC(=O)O[C@@H](C(F)(F)F)C (R)-1,1,1-Trifluoropropan-2-yl 2-(5-fluoro-2-((pyrazolo[1,5-a]pyrimidine-3-carboxamido)methyl)benzofuran-7-yl)acetate